2-(5-fluoro-2-methoxyphenyl)-4,4,5,5-tetramethyl-1,3,2-dioxaborolan FC=1C=CC(=C(C1)B1OC(C(O1)(C)C)(C)C)OC